((1-(tert-Butoxycarbonyl)-4-formylpiperidin-4-yl)methyl)-5-fluorophthalic acid dimethyl ester COC(C=1C(C(=O)OC)=C(C=C(C1)F)CC1(CCN(CC1)C(=O)OC(C)(C)C)C=O)=O